N-(2-(4-(4-chloro-1-(4-hydroxyphenyl)-2-phenylbut-1-en-1-yl)phenoxy)ethyl)-2-((2-(2,6-dioxopiperidin-3-yl)-1,3-dioxoisoindolin-4-yl)amino)acetamide ClCCC(=C(C1=CC=C(C=C1)O)C1=CC=C(OCCNC(CNC2=C3C(N(C(C3=CC=C2)=O)C2C(NC(CC2)=O)=O)=O)=O)C=C1)C1=CC=CC=C1